5-isonicotinoyl-6H-chromeno[3,2-c]quinoline-6,7(5H)-dione C(C1=CC=NC=C1)(=O)N1C(C2=C(C3=CC=CC=C13)OC1=CC=CC=C1C2=O)=O